(2R)-6-(benzyloxy)-2-((E)-4,8-dimethyl-2-(phenylsulfonyl)nona-3,7-dien-1-yl)-2,5,7,8-tetramethylchromane C(C1=CC=CC=C1)OC=1C(=C2CC[C@](OC2=C(C1C)C)(C)CC(\C=C(\CCC=C(C)C)/C)S(=O)(=O)C1=CC=CC=C1)C